1-(4-acetyl-2-isopropylpyridin-3-yl)-6-fluoro-7-(2-fluoro-6-hydroxyphenyl)-4-((S)-2-methylpiperazin-1-yl)pyrido[2,3-d]pyrimidin-2(1H)-one C(C)(=O)C1=C(C(=NC=C1)C(C)C)N1C(N=C(C2=C1N=C(C(=C2)F)C2=C(C=CC=C2O)F)N2[C@H](CNCC2)C)=O